ClC=1C(=CC2=C(NC=N2)C1)NS(=O)(=O)C 6-Chloro-5-methanesulfonylamino-1H-benzoimidazol